tert-Butyl (1-(4-fluorobenzyl)-2-oxopyrrolidin-3-yl)carbamate FC1=CC=C(CN2C(C(CC2)NC(OC(C)(C)C)=O)=O)C=C1